BrC=1C=C(C=CC1)C(C(F)(F)C1=NN=CN1C)C 3-(2-(3-bromophenyl)-1,1-difluoropropyl)-4-methyl-4H-1,2,4-triazole